N-(1-phenylethyl)-1,2-ethylenediamine C1(=CC=CC=C1)C(C)NCCN